FC1=CC2=C(N(N=N2)C=2C=NC(=CC2)N2CCN(CC2)S(=O)(=O)C)C(=C1O)F 5,7-Difluoro-1-(6-(4-(methylsulfonyl)piperazin-1-yl)pyridin-3-yl)-1H-benzo[d][1,2,3]triazol-6-ol